3-methyl-quinolin-8-amine CC=1C=NC2=C(C=CC=C2C1)N